C1(CCCCC1)C(O[SiH](OC)CC)C1CCCCC1 Dicyclohexyl-ethyl-dimethoxysilane